tert-Butyl 2-[4-[3-(2,4-dioxohexahydropyrimidin-1-yl)-1-methyl-indazol-6-yl]-3-fluoro-1-piperidyl]acetate O=C1N(CCC(N1)=O)C1=NN(C2=CC(=CC=C12)C1C(CN(CC1)CC(=O)OC(C)(C)C)F)C